N-(1-cyano-1-methyl-ethyl)-4-[(2-methyl-5-phenyl-pyrazole-3-carbonyl)amino]pyridine-2-carboxamide C(#N)C(C)(C)NC(=O)C1=NC=CC(=C1)NC(=O)C=1N(N=C(C1)C1=CC=CC=C1)C